N,4-dimethoxybenzamide CONC(C1=CC=C(C=C1)OC)=O